C1(=CC=C(C=C1)CC=O)C1=CC=CC=C1 (4-biphenyl)acetaldehyde